(2S,5R)-5-(2-chlorophenyl)-1-(2,2'-dimethoxy-[1,1'-biphenyl]-4-carbonyl)pyrrolidine-2-carboxylic acid ClC1=C(C=CC=C1)[C@H]1CC[C@H](N1C(=O)C1=CC(=C(C=C1)C1=C(C=CC=C1)OC)OC)C(=O)O